Ethyl 3-(1-methylcyclopropyl)-4-(trifluoromethyl)-1-((2-(trimethylsilyl)ethoxy)methyl)-1H-pyrazole-5-carboxylate CC1(CC1)C1=NN(C(=C1C(F)(F)F)C(=O)OCC)COCC[Si](C)(C)C